4-(5-(4,7-Dimethylbenzofuran-2-yl)-1,2,4-oxadiazol-3-yl)benzoic acid methyl ester COC(C1=CC=C(C=C1)C1=NOC(=N1)C=1OC2=C(C1)C(=CC=C2C)C)=O